1H-imidazole-4,5-dimethanol N1C=NC(=C1CO)CO